1-Cyclopropyl-N-((1S)-1-(4,4-difluorocyclohexyl)-2-((4-(2-methoxy-1-(4,4,4-trifluorobutanamido)ethyl)pyridin-2-yl)amino)-2-oxoethyl)-1H-pyrazole-5-carboxamide C1(CC1)N1N=CC=C1C(=O)N[C@H](C(=O)NC1=NC=CC(=C1)C(COC)NC(CCC(F)(F)F)=O)C1CCC(CC1)(F)F